CC(C(=O)OCN1C(N(C=2N=CNC2C1=O)COC(C(C)(C)C)=O)=O)(C)C (3-[[(2,2-dimethylpropanoyl)oxy]methyl]-2,6-dioxo-7H-purin-1-yl)methyl 2,2-dimethylpropanoate